(R)-N-(1-(2-(1-ethyl-1H-pyrazol-3-yl)quinolin-4-yl)ethyl)-2-methyl-5-(4-methylpiperazin-1-yl)benzamide C(C)N1N=C(C=C1)C1=NC2=CC=CC=C2C(=C1)[C@@H](C)NC(C1=C(C=CC(=C1)N1CCN(CC1)C)C)=O